C(=O)=[RuH+] carbonyl-ruthenium (II) hydride